N-(2-methoxy-6-pyrimidin-2-yl-3-pyridyl)-5-methyl-3-phenyl-isoxazole-4-carboxamide COC1=NC(=CC=C1NC(=O)C=1C(=NOC1C)C1=CC=CC=C1)C1=NC=CC=N1